N,N,2,4,6-Pentaethylaniline C(C)N(C1=C(C=C(C=C1CC)CC)CC)CC